(Z)-4-((2-((4-amino-2-fluorobut-2-en-1-yl)sulfonyl)phenoxy)methyl)-N-isopropylbenzene-sulfonamide NC\C=C(\CS(=O)(=O)C1=C(OCC2=CC=C(C=C2)S(=O)(=O)NC(C)C)C=CC=C1)/F